(S,Z)-2-benzylidene-4-oxo-4-((1-(4-(trifluoromethyl)phenyl)ethyl)amino)butanoic acid C(/C1=CC=CC=C1)=C(/C(=O)O)\CC(N[C@@H](C)C1=CC=C(C=C1)C(F)(F)F)=O